FC(C=1C=CC(=NC1)O[C@@H]1CN(CC1)C1=C(C=C(C=C1)C1=CC=CC=C1)CCCO)(F)F (S)-3-(4-(3-(5-(trifluoromethyl)pyridin-2-yloxy)pyrrolidin-1-yl)biphenyl-3-yl)propan-1-ol